6-chloro-4-((4-methoxybenzyl)amino)pyridazine-3-carbaldehyde ClC1=CC(=C(N=N1)C=O)NCC1=CC=C(C=C1)OC